2-hydroxyethylcarbamate OCCNC([O-])=O